FC1=C(C=CC=C1C[C@@H]1N(CC2(CC2)[C@@H]1NS(=O)(=O)C)C(=O)NC[C@H]1COCC1)C1=CC=CC=C1 (6S,7S)-6-((2-fluoro-[1,1'-biphenyl]-3-yl)methyl)-7-(methylsulfonamido)-N-(((S)-tetrahydrofuran-3-yl)methyl)-5-azaspiro[2.4]heptane-5-carboxamide